FC(N1C(=NC2=C(C=C(C=C2C1=O)F)[C@@H](C)N[S@](=O)C(C)(C)C)N1CCOCC1)F (R)-N-[(1R)-1-[3-(difluoromethyl)-6-fluoro-2-morpholino-4-oxo-quinazolin-8-yl]ethyl]-2-methyl-propane-2-sulfinamide